C(C)(C)(C)C1=CC=C(C=C1)N1NC(=CC1C1=CC(=CC(=C1)OC)OC)C=CC1=CC(=CC(=C1)OC)OC 1-(4-tert-butyl-phenyl)-3-(3,5-dimethoxystyryl)-5-(3,5-dimethoxyphenyl)-pyrazoline